2-(((tert-butyldimethylsilyl)oxy)methyl)-4-methyl-5-(tributylstannyl)thiazole [Si](C)(C)(C(C)(C)C)OCC=1SC(=C(N1)C)[Sn](CCCC)(CCCC)CCCC